C(C)(C)(C)OC(=O)N1[C@H](C[C@@H](C1)C1=CC=CC=C1)C(N[C@H](C(=O)NCC=1C=C2C(=NC1)NC=C2Cl)C)=O (2r,4r)-2-(((S)-1-(((3-chloro-1H-pyrrolo[2,3-b]pyridin-5-yl)methyl)amino)-1-oxopropan-2-yl)carbamoyl)-4-phenylpyrrolidine-1-carboxylic acid tert-butyl ester